C1(CC(CCC1)C(C)C)C m-menthane